1,1,1,3,3,3-Hexafluoropropan-2-yl 1-(1-(4-methoxypyrimidin-2-yl)cyclopropane-1-carbonyl)-1,8-diazaspiro[4.5]decane-8-carboxylate COC1=NC(=NC=C1)C1(CC1)C(=O)N1CCCC12CCN(CC2)C(=O)OC(C(F)(F)F)C(F)(F)F